C(C)(C)N1N=C(C=C1C1[C@H]2CC(C[C@@H]12)=O)C1=NC=NC(=C1)C(F)(F)F (1R,5S,6r)-6-(1-isopropyl-3-(6-(trifluoromethyl)pyrimidin-4-yl)-1H-pyrazol-5-yl)bicyclo[3.1.0]hexan-3-one